C1(CC1)C1=CC=C(C=C1)N1CC(C1)C1=CC(=C(CN2CC(C2)(O)C)C(=C1)C)C (4-(1-(4-cyclopropylphenyl)azetidin-3-yl)-2,6-dimethylbenzyl)-3-methylazetidin-3-ol